7-amino-2-[2-(pyridazin-4-yl)prop-2-en-1-yl]-4-[3-(thiophen-2-yl)-1H-indazol-5-yl]-2,3-dihydro-1H-isoindol-1-one NC=1C=CC(=C2CN(C(C12)=O)CC(=C)C1=CN=NC=C1)C=1C=C2C(=NNC2=CC1)C=1SC=CC1